4,4-difluoro-2-(4-fluorophenyl)-N-[4-(5'-methyl-4'-oxo-3'-phenyl-1',4',5',7'-tetrahydrospiro[cyclobutane-1,6'-pyrrolo[3,2-c]pyridin]-2'-yl)pyridin-2-yl]butanamide FC(CC(C(=O)NC1=NC=CC(=C1)C1=C(C=2C(N(C3(CC2N1)CCC3)C)=O)C3=CC=CC=C3)C3=CC=C(C=C3)F)F